1-(4-(1-methyl-1H-pyrazol-3-yl)-2-phenyl-5,7-dihydro-6H-pyrrolo[3,4-d]pyrimidin-6-yl)prop-2-en-1-one CN1N=C(C=C1)C=1C2=C(N=C(N1)C1=CC=CC=C1)CN(C2)C(C=C)=O